benzyl 4-(4-(tert-butoxycarbonyl)piperazin-1-yl)-3-cyano-2-((1-(dimethylamino)propan-2-yl)oxy)-5,8-dihydro-1,7-naphthyridine-7(6H)-carboxylate C(C)(C)(C)OC(=O)N1CCN(CC1)C1=C(C(=NC=2CN(CCC12)C(=O)OCC1=CC=CC=C1)OC(CN(C)C)C)C#N